[Si](C)(C)(C(C)(C)C)OC(C=C(C(=O)N1CCC(CC1)N1N=CC(=C1C)C=1C=C(C=2N(C1)N=CC2C#N)OC)C#N)(C)C 6-[1-[1-[4-[tert-Butyl(dimethyl)silyl]oxy-2-cyano-4-methyl-pent-2-enoyl]-4-piperidyl]-5-methyl-pyrazol-4-yl]-4-methoxy-pyrazolo[1,5-a]pyridine-3-carbonitrile